COC=1C=CC=C2C(N(C=3N(C12)C(=NN3)SC)CCC)=O 9-methoxy-1-(methylthio)-4-propyl-[1,2,4]triazolo[4,3-a]quinazolin-5(4H)-one